C(C)(=O)C1=CC=C2C(=N1)N(C(=C2)C=2N=C1N(C=CC(=C1)C(=O)OC)C2C2CC2)COCC[Si](C)(C)C methyl 2-(6-acetyl-1-((2-(trimethylsilyl)ethoxy)methyl)-1H-pyrrolo[2,3-b]pyridin-2-yl)-3-cyclopropylimidazo[1,2-a]pyridine-7-carboxylate